ethyl 3-(7-cyclopropyl-1,4-dimethyl-1H-benzotriazol-5-yl)-3-[7-(hydroxymethyl)-2,3-dihydro-1-benzofuran-5-yl]propanoate C1(CC1)C1=CC(=C(C2=C1N(N=N2)C)C)C(CC(=O)OCC)C=2C=C(C1=C(CCO1)C2)CO